6-[[4-methylsulfonyl-3-(trifluorometh-yl)phenyl]methyl]-2-azaspiro[3.3]heptane CS(=O)(=O)C1=C(C=C(C=C1)CC1CC2(CNC2)C1)C(F)(F)F